C(C)(C)(C)OC(=O)N1C[C@H](CC1)[C@@H](C(=O)N1C(OC[C@@H]1CC1=CC=CC=C1)=O)CC1=CC=C(C=C1)Br (3R)-3-[(2S)-1-[(4S)-4-benzyl-2-oxo-1,3-oxazolidin-3-yl]-3-(4-bromophenyl)-1-oxopropane-2-yl]pyrrolidine-1-carboxylic acid tert-butyl ester